ClC=1C=CC2=C(NCC3=C(N2C)C=CC=C3)C1 8-chloro-5-methyl-10,11-dihydro-5H-dibenzo[b,e][1,4]diazepine